4-(aminomethyl)-2-hydroxybenzaldehyde NCC1=CC(=C(C=O)C=C1)O